NC=1C(=C(C=C2C=C(N=CC12)NC(=O)[C@@H]1[C@H]([C@@H]1C=1N=CNC1)CC#N)C=1C=NC=CC1C)F (1R,2S,3S)-N-[8-amino-7-fluoro-6-(4-methylpyridin-3-yl)isoquinolin-3-yl]-2-(cyanomethyl)-3-(1H-imidazol-4-yl)cyclopropane-1-carboxamide